N1=C(C=CC=C1)C1=NC(=CC(=C1)C1=CC(=CC=C1)C1=CC(=NC(=C1)C1=NC=CC=C1)C1=NC=CC=C1)C1=NC=CC=C1 1,3-bis(2,2':6',2''-terpyridin-4'-yl)benzene